biphenyl diaminocrotonate N\C(=C(/C(=O)O)\N)\C.C1(=CC=CC=C1)C1=CC=CC=C1